di(1-decyl-3-methylimidazole) [4-(acetoxyl)phenyl]phosphonate O(C(=O)C)C1=CC=C(C=C1)P(O)(O)=O.C(CCCCCCCCC)N1CN(C=C1)C.C(CCCCCCCCC)N1CN(C=C1)C